OCCCCN1CCN(CC1)C 1-(4-Hydroxybutyl)-4-methyl-piperazine